C(=CCC)C1=NC=CN1CC butenyl-3-ethylimidazole